FC1=C(C(=C(C=C1)[C@H]1[C@@H](O[C@H](C1)C(F)(F)F)C(=O)NC1=CC(=NC=C1)C(=O)N)OC)C (2R,3S,5R)-4-[[3-(4-fluoro-2-methoxy-3-methyl-phenyl)-5-(trifluoromethyl)tetrahydrofuran-2-carbonyl]amino]pyridine-2-carboxamide